FC1=C(CN2CC3CNCC3C2)C(=CC=C1)F N-(2,6-difluorobenzyl)hexahydropyrrolo[3,4-c]Pyrrole